C(C)(C)(C)C=1C=CC=2C(NS(C=3C=CC=C(NC(CC[C@H]4CC(N(C2N1)C4)(C)C)C4CCN(CC4)C)N3)(=O)=O)=O (14S)-8-tert-butyl-12,12-dimethyl-17-(1-methylpiperidin-4-yl)-2λ6-thia-3,9,11,18,23-pentaazatetracyclo[17.3.1.111,14.05,10]tetracosa-1(23),5(10),6,8,19,21-hexaene-2,2,4-trione